COC1=C(C(=CC=C1)OC)C1=CNC2=NC(=CC=C21)NC(=O)NCCCN(C)C 1-[3-(2,6-dimethoxyphenyl)-1H-pyrrolo[2,3-b]pyridin-6-yl]-3-[3-(dimethylamino)propyl]urea